ClC1=CC2=C(C=N1)C=C(N2)C2=NC(=NC=C2)N(CC(F)(F)F)C 4-(6-chloro-1H-pyrrolo[3,2-c]pyridin-2-yl)-N-methyl-N-(2,2,2-trifluoroethyl)pyrimidin-2-amine